C1CC12C1(CC1)C2\C=N\S(=O)C(C)(C)C (NE)-N-(dispiro[2.0.24.13]heptane-7-ylmethylene)-2-methylpropane-2-sulfinamide